CC1C(=O)OCCCC1 methyl-[epsilone]-caprolactone